3-((4-(2,4-difluorobenzyloxy)-3-bromo-6-methyl-2-oxopyridin-1(2H)-yl)methyl)-N-(3-aminopropyl)benzamide FC1=C(COC2=C(C(N(C(=C2)C)CC=2C=C(C(=O)NCCCN)C=CC2)=O)Br)C=CC(=C1)F